4,5'-dihydroxybiphenyl OC1=CC=C(C=C1)C1=CC=CC(=C1)O